2-bromo-4-(sec-butoxy)-1-fluorobenzene BrC1=C(C=CC(=C1)OC(C)CC)F